OC=1C=C(C=CC1)P(=O)=C(C(=O)O)C 3-hydroxyphenyl-phosphorylpropionic acid